3-((Boc)amino)-2-phenylpropionic acid C(=O)(OC(C)(C)C)NCC(C(=O)O)C1=CC=CC=C1